N-(4-(7-oxa-2-azaspiro[3.5]nonan-2-yl)cyclohexyl)-2-iodo-1-(2,2,2-trifluoroethyl)-1H-indol-4-amine C1N(CC12CCOCC2)C2CCC(CC2)NC=2C=1C=C(N(C1C=CC2)CC(F)(F)F)I